3-(2-chloro-4-iodophenyl)propionic acid ClC1=C(C=CC(=C1)I)CCC(=O)O